C(C)(C)(C)OC(=O)N1CCC(CC1)C[Zn+] ((1-(tert-butoxycarbonyl)piperidin-4-yl)methyl)zinc (II)